(S)-1-(3-(isopropylsulfonyl)phenoxy)-3-((R)-8-(quinolin-3-ylsulfonyl)-1-oxa-8-azaspiro[4.5]decan-3-ylamino)propan-2-ol C(C)(C)S(=O)(=O)C=1C=C(OC[C@H](CN[C@H]2COC3(C2)CCN(CC3)S(=O)(=O)C=3C=NC2=CC=CC=C2C3)O)C=CC1